BrC1=C(C=C(C(=O)N2CC=3N=C(N(C(C3C[C@H]2C)=O)C2=CC=C(C(=O)NC)C=C2)NC(C)C)C=C1)C(F)F (R)-4-(7-(4-Bromo-3-(difluoromethyl)benzoyl)-2-(isopropylamino)-6-methyl-4-oxo-5,6,7,8-tetrahydropyrido[3,4-d]pyrimidin-3(4H)-yl)-N-methylbenzamide